OCCOC1=NC(N(C(=N1)C(Cl)(Cl)Cl)C=CC1=CC=CC=C1)C(Cl)(Cl)Cl p-hydroxyethoxystyryl-2,6-di(trichloromethyl)-s-triazine